CN(CCCC(=O)OC(C(=O)OCCCCCCCOC(CCCCCCCC)=O)CCC(=O)OCCCCCCCOC(CCCCCCCC)=O)C Bis(7-(nonanoyloxy)heptyl) 2-((4-(dimethylamino)butanoyl)oxy)pentanedioate